CC=1OC(=NN1)C=1C=CC2=C(C(=CO2)C2=CC=C(C=C2)S(=O)C)C1 2-methyl-5-[3-[4-(methylsulfinyl)phenyl]-5-benzofuranyl]-1,3,4-Oxadiazole